C(C)OC(=O)C=1N(C2=CC=C(C=C2C1)N)C(C)C 5-Amino-1-isopropyl-1H-indole-2-carboxylic acid ethyl ester